(6-(4-(3H-imidazo[4,5-b]pyridin-7-yl)-1H-pyrazol-1-yl)pyridin-3-yl)propionitrile N1=CNC2=NC=CC(=C21)C=2C=NN(C2)C2=CC=C(C=N2)C(C#N)C